N-(4-(5-fluoro-2,4-dioxo-3,4-dihydropyrimidin-1(2H)-yl)phenyl)stearamide FC=1C(NC(N(C1)C1=CC=C(C=C1)NC(CCCCCCCCCCCCCCCCC)=O)=O)=O